2-[2-(4-benzo[d]isothiazol-3-yl-piperazin-1-yl)-ethyl]-6-methyl-2H-pyrrolo[1,2-a]pyrazin-1-one S1N=C(C2=C1C=CC=C2)N2CCN(CC2)CCN2C(C=1N(C=C2)C(=CC1)C)=O